4,4'-bis(2-sulfostyryl)biphenyl S(=O)(=O)(O)C1=C(C=CC2=CC=C(C=C2)C2=CC=C(C=C2)C=CC2=C(C=CC=C2)S(=O)(=O)O)C=CC=C1